C[C@@H](CCC=1N=C(N(C1C(=O)OC(C)(C)C)C)C)CC=C(C)C tert-butyl (S)-4-(3,6-dimethylhept-5-en-1-yl)-1,2-dimethyl-1H-imidazole-5-carboxylate